O1N=C(C=C1)COC1=CC=C(C=C1)C=1C=C(C(NC1C(F)(F)F)=O)C(=O)N 5-(4-(isoxazol-3-ylmethoxy)phenyl)-2-oxo-6-(trifluoromethyl)-1,2-dihydropyridine-3-carboxamide